N-[4-(benzyloxy)phenyl]-N,1,2-trimethyl-1H-pyrrole-3-carboxamide C(C1=CC=CC=C1)OC1=CC=C(C=C1)N(C(=O)C1=C(N(C=C1)C)C)C